N1=NC=C2N1CCN(C2)CC2=CC=C(C=N2)C#CC2=CC=C(C=C2)C2=CC(=NO2)CN2C(=NC=C2)[C@H](C)OC2OCCCC2 5-(4-((6-((6,7-dihydro-[1,2,3]triazolo[1,5-a]pyrazin-5(4H)-yl)methyl)pyridin-3-yl)ethynyl)phenyl)-3-((2-((1S)-1-((tetrahydro-2H-pyran-2-yl)oxy)ethyl)-1H-imidazol-1-yl)methyl)isoxazole